C(C)(=O)C1=C(C(=NC(=C1F)NC1=NNC(=C1)C)CC1CCN(CC1)CC1=C(C(=CC=C1)Cl)F)C 4-((4-acetyl-3-methyl-5-fluoro-6-((5-methyl-1H-pyrazol-3-yl)-amino)pyridin-2-yl)methyl)-1-(3-chloro-2-fluorobenzyl)piperidine